2-((3R,4S)-3-aminotetrahydro-2H-pyran-4-yl)-3-bromo-5-chloro-N-(furan-2-ylmethyl)thieno[3,2-b]pyridin-7-amine N[C@H]1COCC[C@@H]1C1=C(C2=NC(=CC(=C2S1)NCC=1OC=CC1)Cl)Br